[2-ethoxy-5-({[1-isopropyl-5-(3-phenylpropyl)-1H-pyrrole-2-yl]carbonyl}amino)-4-(trifluoromethyl)phenyl]Acetic acid C(C)OC1=C(C=C(C(=C1)C(F)(F)F)NC(=O)C=1N(C(=CC1)CCCC1=CC=CC=C1)C(C)C)CC(=O)O